(S)-3-((2-hydroxyethyl)(methyl)carbamoyl)pyrrolidine OCCN(C(=O)[C@@H]1CNCC1)C